BrC1=C(C=C2CN(C(C2=C1)=O)C1C(NC(CC1)=O)=O)CN1C[C@@H](CCC1)C1=CC=C(C=C1)N1N=C2C(=CC=CC2=C1)C(=O)N 2-(4-((3S)-1-((6-bromo-2-(2,6-dioxopiperidin-3-yl)-1-oxoisoindolin-5-yl)methyl)piperidin-3-yl)phenyl)-2H-indazole-7-carboxamide